allyltributylammonium chloride [Cl-].C(C=C)[N+](CCCC)(CCCC)CCCC